N1(N=NC=C1)CCN(CC#CC#CC1=CC=C(C=C1)C1=CC(=NO1)CN1C(=NC=C1)[C@H](C)OC1OCCCC1)C(=O)OC(C)(C)C tert-Butyl (2-(1H-1,2,3-triazol-1-yl)ethyl)(5-(4-(3-((2-((1S)-1-((tetrahydro-2H-pyran-2-yl)oxy)ethyl)-1H-imidazol-1-yl)methyl)isoxazol-5-yl)phenyl)pentan-2,4-diyn-1-yl)aminocarboxylate